ClC=1C=C2N=C3CCCCC3=C(C2=CC1)NC=1C(=NN(C1O)C1=NC=CC=C1Cl)C(=O)N ((6-chloro-1,2,3,4-tetrahydroacridin-9-yl)amino)-1-(3-chloropyridin-2-yl)-5-hydroxy-1H-pyrazole-3-carboxamide